(1R,2S,5S)-N-(benzo[d]oxazol-6-ylmethyl)-N-(4,4-dimethylcyclohexyl)-3-tosyl-3-azabicyclo[3.1.0]hexane-2-carboxamide O1C=NC2=C1C=C(C=C2)CN(C(=O)[C@@H]2[C@@H]1C[C@@H]1CN2S(=O)(=O)C2=CC=C(C)C=C2)C2CCC(CC2)(C)C